NC1=NN2C(C=CC(=C2)C=2C=C(C(=NC2)C)NC(=O)N2OCC[C@H]2C2=CC(=CC(=C2)F)F)=N1 (S)-N-(5-(2-amino-[1,2,4]triazolo[1,5-a]pyridin-6-yl)-2-methylpyridin-3-yl)-3-(3,5-difluorophenyl)isoxazolidine-2-carboxamide